triethoxyn-butylsilane C(C)OC(CCC[SiH3])(OCC)OCC